[2-(aminomethyl)-3,3-difluoro-allyl]-4-[6-[3-(dimethylamino)-4-fluoro-phenyl]-2-pyridinyl]-1,2,4-triazol-3-one trifluoroacetate salt FC(C(=O)O)(F)F.NCC(CC=1N(C(NN1)=O)C1=NC(=CC=C1)C1=CC(=C(C=C1)F)N(C)C)=C(F)F